bis(4-methacryloyloxypropoxyphenyl)propane C(C(=C)C)(=O)OCCCOC1=CC=C(C=C1)C(C)(C)C1=CC=C(C=C1)OCCCOC(C(=C)C)=O